N-(8-fluoro-2-methyl-imidazo[1,2-a]pyridin-6-yl)-4-[(3S)-3-[(3-methoxy-cyclobutyl)amino]pyrrolidin-1-yl]-2-methyl-indazole-7-carboxamide FC=1C=2N(C=C(C1)NC(=O)C1=CC=C(C3=CN(N=C13)C)N1C[C@H](CC1)NC1CC(C1)OC)C=C(N2)C